iron-vanadium-strontium oxide [O-2].[Sr+2].[V+5].[Fe+2]